(E)-1-(4,5-difluoro-2-hydroxyphenyl)-3-(4-methoxyphenyl)prop-2-en-1-one FC1=CC(=C(C=C1F)C(\C=C\C1=CC=C(C=C1)OC)=O)O